7-chloro-2-(methylthio)thiazolo[4,5-d]pyrimidine ClC=1C2=C(N=CN1)N=C(S2)SC